1-tert-butyl-N-[2-[[4-(3-morpholinophenyl)thiazol-2-yl]amino]-2-oxoethyl]pyrrole-3-carboxamide C(C)(C)(C)N1C=C(C=C1)C(=O)NCC(=O)NC=1SC=C(N1)C1=CC(=CC=C1)N1CCOCC1